1-((3S,4R)-3-((5-(1-(2,2-difluoroethyl)-4-fluoro-2-methyl-1H-benzo[d]imidazol-6-yl)-4-methoxypyrrolo[2,1-f][1,2,4]triazin-2-yl)amino)-4-fluoropyrrolidin-1-yl)ethan-1-one FC(CN1C(=NC2=C1C=C(C=C2F)C=2C=CN1N=C(N=C(C12)OC)N[C@H]1CN(C[C@H]1F)C(C)=O)C)F